3-amino-1-(2-((6-amino-9H-purin-9-yl)methyl)-4-fluoro-3-vinylphenyl)-N-cyclopropylpyrrolidine-3-carboxamide NC1(CN(CC1)C1=C(C(=C(C=C1)F)C=C)CN1C2=NC=NC(=C2N=C1)N)C(=O)NC1CC1